3-(1-(4-(trifluoromethoxy)phenylsulfonyl)piperidin-4-yl)isoxazol-5-amine FC(OC1=CC=C(C=C1)S(=O)(=O)N1CCC(CC1)C1=NOC(=C1)N)(F)F